C(=O)(OC(C)(C)C)NCC1=CC=C(C(=O)O)C=C1 4-[(Boc-amino)methyl]benzoic acid